methyl (S)-2-(2-(1H-pyrazol-1-yl)ethyl)-7-methyl-3-(2-oxo-2-((pyrimidin-4-ylmethyl)amino)ethyl)-3,7,8,9-tetrahydro-6H-imidazo[4,5-f]quinoline-6-carboxylate N1(N=CC=C1)CCC=1N(C=2C(=C3CC[C@@H](N(C3=CC2)C(=O)OC)C)N1)CC(NCC1=NC=NC=C1)=O